C(C)(C)(C)OC(=O)NC=1C=C(C=CC1)C1(CC(C1)CC#N)CC(=O)OC methyl 2-[(1r,3r)-1-{3-[(tert-butoxycarbonyl)amino]phenyl}-3-(cyanomethyl)cyclobutyl]acetate